ClC=1C=CC(=C(C1)C1=CN=CN1COCC[Si](C)(C)C)F 5-(5-chloro-2-fluorophenyl)-1-((2-(trimethylsilyl)ethoxy)methyl)-1H-imidazole